C(CCCCCCC(C)C)S isodecanethiol